COC=1C=C2NC=3CC(CC(C3C(C2=CC1)=O)=O)C=1SC(=CC1)C1=CC(=CC=C1)OC(F)(F)F 6-methoxy-3-(5-(3-(trifluoromethoxy)phenyl)thiophen-2-yl)-3,4-dihydroacridine-1,9(2H,10H)-dione